C(C)(C)[C@H](CC=O)CCC(C)=O (3s)-3-ISOPROPYL-6-OXOHEPTANAL